ClC1=C(C=C(C(=O)OCC)C=C1)F ethyl 4-chloro-3-fluoro-benzoate